ClC=1C=C(C=C(C1)NS(=O)(=O)C)NC(=O)C1=CN(C(=C1)C1=NC=C(C=C1OCC1=CC(=CC(=C1)F)F)OC(C)C)C N-(3-chloro-5-(methylsulfonamido)phenyl)-5-(3-((3,5-difluorobenzyl)oxy)-5-isopropoxypyridin-2-yl)-1-methyl-1H-pyrrole-3-carboxamide